(S)-N-((S)-1-(5-(8-fluoro-2-methylquinolin-7-yl)-1H-imidazol-2-yl)-7-oxononyl)-6-methyl-6-azaspiro[2.5]octane-1-carboxamide FC=1C(=CC=C2C=CC(=NC12)C)C1=CN=C(N1)[C@H](CCCCCC(CC)=O)NC(=O)[C@H]1CC12CCN(CC2)C